C(CCCCC\C=C/CC)O (Z)-7-decenol